C(C)(C)(C)C1=CC(=NO1)NC(=O)NC1=CC=C(C=C1)C=1N=C2SC3=C(N2C1)C=CC(=C3)OCCN3CCOCC3 1-(5-(tert-Butyl)isoxazol-3-yl)-3-(4-(7-(2-morpholinoethoxy)benzo[d]imidazo[2,1-b]thiazol-2-yl)phenyl)urea